NC(CO)(C)C 2-amino-2-Methyl-propanol